tert-butyl 4-(((1r,4r)-4-(6-methoxy-5-(6-(trifluoromethyl)picolinamido)-2H-indazol-2-yl)cyclohexyl)methyl)piperazine-1-carboxylate COC=1C(=CC2=CN(N=C2C1)C1CCC(CC1)CN1CCN(CC1)C(=O)OC(C)(C)C)NC(C1=NC(=CC=C1)C(F)(F)F)=O